C(\C(\C)=C/C(=O)[O-])(=O)O.[Li+] lithium hydrogen citraconate